4'-((4-(dipropylcarbamoyl)pyridine-2,6-diyl)bis(1H-1,2,3-triazole-4,1-diyl))bis(2-hydroxybenzoic acid) C(CC)N(C(=O)C1=CC(=NC(=C1)C=1N=NN(C1)C=1C(=C(C(=O)O)C=CC1)O)C=1N=NN(C1)C=1C(=C(C(=O)O)C=CC1)O)CCC